S1C=NC(=C1)O[C@@H]1CC2=CC[C@H]3[C@@H]4CC=C([C@@]4(C)CC[C@@H]3[C@]2(CC1)C)N1C=NC2=C1C=CC=C2 3β-(Thiazol-4-yloxy)-17-(1H-benzimidazol-1-yl)androsta-5,16-dien